trans-2-azido-5,6-dichloro-2,3-dihydro-1H-inden-1-ol N(=[N+]=[N-])[C@H]1[C@@H](C2=CC(=C(C=C2C1)Cl)Cl)O